N-(4-(1-(4-hydroxyphenyl)-1H-1,2,3-triazol-4-yl)phenyl)-4-methylbenzenesulfonamide OC1=CC=C(C=C1)N1N=NC(=C1)C1=CC=C(C=C1)NS(=O)(=O)C1=CC=C(C=C1)C